tert-butyl (2R)-2-(((4-chloro-2-(6-((6,6-dimethyl-2,4-dioxo-3-azabicyclo[3.1.0]hexan-3-yl)methyl)pyrrolo[2,1-f][1,2,4]triazin-4-yl)-6-methylphenyl)amino)methyl)morpholine-4-carboxylate ClC1=CC(=C(C(=C1)C)NC[C@@H]1CN(CCO1)C(=O)OC(C)(C)C)C1=NC=NN2C1=CC(=C2)CN2C(C1C(C1C2=O)(C)C)=O